N-caffeoylalanine methyl ester COC([C@@H](NC(\C=C\C1=CC(O)=C(O)C=C1)=O)C)=O